methyl 2-cyclopropyl-5-(5-(methoxymethyl)-4H-1,2,4-triazol-3-yl)-4-methylbenzoate C1(CC1)C1=C(C(=O)OC)C=C(C(=C1)C)C1=NN=C(N1)COC